4-fluoro-1-[3-(1H-imidazol-2-yl)propanoyl]-N-{phenyl[4-(propan-2-yl)phenyl]methyl}pyrrolidine-2-carboxamide FC1CC(N(C1)C(CCC=1NC=CN1)=O)C(=O)NC(C1=CC=C(C=C1)C(C)C)C1=CC=CC=C1